FC(C1=CC=C(C=N1)C=1C=C2CC[C@]3(CN(CC3)C([C@H](C)C3=CC(=NC=C3F)OC)=O)NC2=NC1C)F (2R)-1-{(2S)-6-[6-(difluoromethyl)pyridin-3-yl]-7-methyl-3,4-dihydro-1H-spiro[1,8-naphthyridine-2,3'-pyrrolidin]-1'-yl}-2-(5-fluoro-2-methoxypyridin-4-yl)propan-1-one